ClC=1C(=C(CC=2C=C3C(C(=CN(C3=CC2OCC)CC(CCO)(C)C)C(=O)O)=O)C=CC1)F (S)-6-(3-Chloro-2-fluorobenzyl)-7-ethoxy-1-[2,2-dimethyl-(hydroxymethyl)propyl]-4-oxo-1,4-dihydroquinoline-3-carboxylic acid